[N+](=O)([O-])C1=C(C=CC(=C1)OC1COCC1)O 2-nitro-4-((tetrahydrofuran-3-yl)oxy)phenol